(R)-6,7-Dihydro-5H-pyrrolo[1,2-a]imidazol-6-yl (8-amino-7-fluoro-6-(8-methyl-2,3-dihydro-1H-pyrido[2,3-b][1,4]oxazin-7-yl)isoquinolin-3-yl)carbamate NC=1C(=C(C=C2C=C(N=CC12)NC(O[C@@H]1CC=2N(C=CN2)C1)=O)C1=C(C2=C(OCCN2)N=C1)C)F